O=C1NOCCC1 3-oxo-oxazinane